tert-butyl 4-(5-(1-(4-fluorophenyl)vinyl)pyrimidin-2-yl)piperazine-1-carboxylate FC1=CC=C(C=C1)C(=C)C=1C=NC(=NC1)N1CCN(CC1)C(=O)OC(C)(C)C